ClC12C(C=C(C(=C1)Cl)Cl)(Cl)O2 1,2,4,5-Tetrachlorobenzol oxid